C(C)OC(C[C@@H](C1=CC=C(C=C1)CC1=C(C=CC=C1)C)NC(=O)NC=1C(N(C=CC1O)C)=O)=O (S)-3-(3-(4-hydroxy-1-methyl-2-oxo-1,2-dihydropyridin-3-yl)ureido)-3-(4-(2-methylbenzyl)phenyl)propanoic acid ethyl ester